1-(4-((3-((4-fluorophenyl)amino)-5,7,7-trimethyl-4-oxo-4,5,7,8-tetrahydro-2H-imidazo[1,2-a]pyrazolo[4,3-e]pyrimidin-2-yl)methyl)phenyl)ethyl butyrate C(CCC)(=O)OC(C)C1=CC=C(C=C1)CN1N=C2C(C(N(C=3N2CC(N3)(C)C)C)=O)=C1NC1=CC=C(C=C1)F